C(C)(=O)N1C[C@](O[C@H](C1)N1C(NC(C(=C1)C)=O)=O)(COC(C1=CC=CC=C1)(C1=CC=C(C=C1)OC)C1=CC=C(C=C1)OC)COP(OCCC#N)N(C(C)C)C(C)C 3-[[(2S,6R)-4-acetyl-2-[[bis(4-methoxyphenyl)-phenyl-methoxy]methyl]-6-(5-methyl-2,4-dioxo-pyrimidin-1-yl)morpholin-2-yl]methoxy-(diisopropylamino)phosphanyl]oxy-propanenitrile